3-iodobenzyl alcohol IC=1C=C(CO)C=CC1